C(C1=CC=CC=C1)(=O)NC=1C(=CC=C2C=C(C(NC12)=O)C(=O)O)C1CCC1 8-(benzoylamino)-7-cyclobutyl-2-oxo-1H-quinoline-3-carboxylic acid